N(=[N+]=[N-])[C@@H]1CC[C@H](O[C@@H]1O[C@H]1[C@@H]([C@H]([C@@H](C[C@@H]1N=[N+]=[N-])N=[N+]=[N-])O)O)[C@H](C)N(C(OCC1=CC=CC=C1)=O)CC1=CC=CC=C1 Benzyl ((S)-1-((2S,5R,6R)-5-azido-6-(((1R,2R,3S,4R,6S)-4,6-diazido-2,3-dihydroxycyclohexyl)oxy)tetrahydro-2H-pyran-2-yl)ethyl)(benzyl)carbamate